BrC=1C=CC=2N(C1)C=C(N2)NC(CCN2CCN(CC2)C(=O)OC(C)(C)C)=O tert-butyl 4-(3-((6-bromoimidazo[1,2-a]pyridin-2-yl)amino)-3-oxopropyl)piperazine-1-carboxylate